4-((1-(4-(2-(2-aminopyridin-3-yl)-5-(1H-1,2,4-triazol-1-yl)-3H-imidazo[4,5-b]pyridin-3-yl)benzyl)piperidin-4-yl)amino)pyrimidine-2-carbonitrile NC1=NC=CC=C1C1=NC=2C(=NC(=CC2)N2N=CN=C2)N1C1=CC=C(CN2CCC(CC2)NC2=NC(=NC=C2)C#N)C=C1